tris(di-n-butylamino)-3-vinylphenylsilane C(CCC)N(CCCC)[Si](C1=CC(=CC=C1)C=C)(N(CCCC)CCCC)N(CCCC)CCCC